3-((5-cyano-2-((2-(difluoromethoxy)-4-(4-methylpiperazin-1-yl)phenyl)amino)pyrimidin-4-yl)amino)thiophene-2-carboxamide C(#N)C=1C(=NC(=NC1)NC1=C(C=C(C=C1)N1CCN(CC1)C)OC(F)F)NC1=C(SC=C1)C(=O)N